1-bromo-3-(1-(5-chloro-3-(6-chloropyridin-3-yl)-2-methoxy-4-methylphenyl)ethyl)imidazo[1,5-a]pyrazin-8-amine BrC=1N=C(N2C1C(=NC=C2)N)C(C)C2=C(C(=C(C(=C2)Cl)C)C=2C=NC(=CC2)Cl)OC